ethyl (E)-3-(3,5-dibromopyridin-4-yl)acrylate BrC=1C=NC=C(C1/C=C/C(=O)OCC)Br